4-(2,2-Dimethyl-3H-benzofuran-5-yl)-5-[4-[(3S)-1-(3-fluoropropyl)pyrrolidin-3-yl]oxyphenyl]-2,3-dihydro-1-benzothiepin-8-ol CC1(OC2=C(C1)C=C(C=C2)C=2CCSC1=C(C2C2=CC=C(C=C2)O[C@@H]2CN(CC2)CCCF)C=CC(=C1)O)C